methyl (2S,5S)-1-acryloyl-5-(but-3-en-1-yl)pyrrolidine-2-carboxylate C(C=C)(=O)N1[C@@H](CC[C@@H]1CCC=C)C(=O)OC